C(C1=CC=CC=C1)OC=1C=C(C(=O)C(C(=O)OC)Br)C=CC1OC methyl 2-(3-benzyloxy-4-methoxybenzoyl)-2-bromoacetate